2-methyl-1,3-dioxane-5-ol CC1OCC(CO1)O